C(CCCCCCC)OC(CCCOC(CCCC(CCCCCCCCCCCC)OC(=O)OCCCN(CC)CC)=O)OCCCCCCCC 4,4-bis(octyloxy)butyl-5-(((3-(diethylamino)propoxy)carbonyl)oxy)heptadecanoate